N1(CCCCCC1)C=1C(=NC=C(N1)NC(=O)C1CC1)C(=O)O 3-(azepan-1-yl)-5-(cyclopropanecarbonylamino)pyrazine-2-carboxylic acid